C(C)(C)(C)OC([C@H](CCCCNC(CCCCCCC(=O)ON1C(CCC1=O)=O)=O)NC(=O)N[C@@H](CCC(=O)OC(C)(C)C)C(=O)OC(C)(C)C)=O di-tert-butyl (((S)-1-(tert-butoxy)-6-(8-((2,5-dioxopyrrolidin-1-yl)oxy)-8-oxooctanamido)-1-oxohexan-2-yl)carbamoyl)-L-glutamate